(Z)-2,6-dichloro-N'-hydroxybenzamidine ClC1=C(/C(=N/O)/N)C(=CC=C1)Cl